2-[4-(2-adamantyl)-5-chloro-2-methyl-phenyl]-4-benzyloxy-1,6-naphthyridine-5-carbonitrile C12C(C3CC(CC(C1)C3)C2)C2=CC(=C(C=C2Cl)C2=NC=3C=CN=C(C3C(=C2)OCC2=CC=CC=C2)C#N)C